ClC=1N(C(C2=C(N1)N(C=C2C2=C(C1=C(N=C(S1)CC)C=C2)Cl)COCC[Si](C)(C)C)=O)C 2-chloro-5-(7-chloro-2-ethylbenzo[d]thiazol-6-yl)-3-methyl-7-((2-(trimethylsilyl)ethoxy)methyl)-3,7-dihydro-4H-pyrrolo[2,3-d]pyrimidin-4-one